C(C)(C)(C)OC(=O)N1[C@H]2CC(C[C@@H]1CC2)N(C(C2=CC=C(C=C2)C2C(C2)C=2C1=C(N=C(N2)Cl)SC=C1)=O)C (1R,3s,5S)-3-(4-(2-(2-chlorothieno[2,3-d]pyrimidin-4-yl)cyclopropyl)-N-methylbenzamido)-8-azabicyclo[3.2.1]octane-8-carboxylic acid tert-butyl ester